C(=O)C1=C(SC=C1)OB(O)O (3-formyl-2-thienyl)boric acid